NC(CC(=O)O)C=1SC=CC1 β-amino-3-(2-thienyl)-propionic acid